bis(dipropylamino)ethyl-(1-methylene-2-propenyl)silane C(CC)N(CCC)C(C[SiH2]C(C=C)=C)N(CCC)CCC